[Na+].OC1(C(=O)NC(C1)=O)S(=O)(=O)[O-] hydroxyl-sulfosuccinimide sodium salt